C(C)(C)(C)NC(=O)C1=CC2=C(CN(C2)C2=NOC(C2)(C(F)(F)F)C2=CC(=C(C(=C2)Cl)F)Cl)S1 N-(tert-butyl)-5-(5-(3,5-dichloro-4-fluorophenyl)-5-(trifluoromethyl)-4,5-dihydroisoxazol-3-yl)-5,6-dihydro-4H-thieno[2,3-c]pyrrole-2-carboxamide